L-cysteine-ethylester C(C)OC([C@@H](N)CS)=O